6-((4-fluorobenzyl)oxy)-N-(prop-2-yn-1-yl)-1,2,3,4-tetrahydronaphthalen-1-amine FC1=CC=C(COC=2C=C3CCCC(C3=CC2)NCC#C)C=C1